C(C)(C)(C)OC(=O)C1=CSC=2C1=NC=CC2C2=C(C=CC(=C2)F)C#CCBr 7-(5-fluoro-2-(3-bromoprop-1-yn-1-yl)phenyl)thieno[3,2-b]pyridine-3-carboxylic acid tert-butyl ester